NC1CCN(CC1)C1=CC=C(C=C1)C1=CC(=CC=C1)C(=O)N[C@@H](C=1NC2=CC=CC=C2C1)C1=C(C=CC(=C1)Cl)O (R)-4'-(4-aminopiperidine-1-yl)-N-((5-chloro-2-hydroxyphenyl)(1H-indole-2-yl)methyl)-[1,1'-biphenyl]-3-carboxamide